tert-Butyl 2-(3-chloro-6-(4-fluoro-2-(isopropyl(2,2,2-trifluoroethyl)carbamoyl)phenoxy)-1,2,4-triazin-5-yl)-2,7-diazaspiro[3.5]nonane-7-carboxylate ClC=1N=NC(=C(N1)N1CC2(C1)CCN(CC2)C(=O)OC(C)(C)C)OC2=C(C=C(C=C2)F)C(N(CC(F)(F)F)C(C)C)=O